N1N=NC=C1[S-].[Na+] Sodium 1H-1,2,3-triazole-5-thiolate